COC(=O)C1=C(N=NN1C)C1=NC=C(C=C1)Br 4-(5-Bromopyridin-2-yl)-1-methyl-1H-1,2,3-triazole-5-carboxylic acid methyl ester